(±)-3-(2-(Azetidin-1-yl)pyrimidin-5-yl)-3-(5-(3-(5,6,7,8-tetrahydro-1,8-naphthyridin-2-yl)propyl)-1H-pyrazol-1-yl)propanoic acid N1(CCC1)C1=NC=C(C=N1)[C@@H](CC(=O)O)N1N=CC=C1CCCC1=NC=2NCCCC2C=C1 |r|